3-(2-(1-(4-methoxybenzyl)-6-oxo-5-(trifluoromethyl)-1,6-dihydropyridazin-3-yl)azetidin-1-yl)propanoic acid COC1=CC=C(CN2N=C(C=C(C2=O)C(F)(F)F)C2N(CC2)CCC(=O)O)C=C1